1-((2R,5R)-4-(4,5-dichloro-1H-indole-2-carbonyl)-2,5-dimethylpiperazin-1-yl)ethan-1-one ClC1=C2C=C(NC2=CC=C1Cl)C(=O)N1C[C@H](N(C[C@H]1C)C(C)=O)C